4-(3-(3-bromo-2-fluorophenyl)-1-isopropyl-1H-pyrazol-4-yl)-N-(1-(methylsulfonyl)piperidin-4-yl)pyrimidin-2-amine BrC=1C(=C(C=CC1)C1=NN(C=C1C1=NC(=NC=C1)NC1CCN(CC1)S(=O)(=O)C)C(C)C)F